8Z,11Z-Heptadecadienoic acid CCCCC/C=C\C/C=C\CCCCCCC(=O)O